3-chloro-4-((1-(3-(2-methyl-1H-imidazol-1-yl)phenoxy)propan-2-yl)oxy)benzonitrile ClC=1C=C(C#N)C=CC1OC(COC1=CC(=CC=C1)N1C(=NC=C1)C)C